C(C)OC(=O)C1=CN(C(C(=C1)C(NC)=O)=O)CC1=CC=CC=C1 1-benzyl-5-(methylcarbamoyl)-6-oxo-1,6-dihydropyridine-3-carboxylic acid ethyl ester